Dioctadecyl-2,2-bis(3,5-di-tert-butyl-2-hydroxybenzyl)-malonat C(CCCCCCCCCCCCCCCCC)OC(C(C(=O)OCCCCCCCCCCCCCCCCCC)(CC1=C(C(=CC(=C1)C(C)(C)C)C(C)(C)C)O)CC1=C(C(=CC(=C1)C(C)(C)C)C(C)(C)C)O)=O